NC=1SC=C(N1)C(CNC1C2SCC(=C(N2C1=O)C(=O)O)COC(N)=O)=CCC 7-[2-(2-amino-thiazol-4-yl)-pent-2-enylamino]-3-carbamoyloxymethyl-8-oxo-5-thia-1-azabicyclo[4.2.0]oct-2-ene-2-carboxylic acid